(1S,2S,5R)-3-Benzyl-2-((S)-2,2-difluoro-1-hydroxyethyl)-3,8-diazabicyclo[3.2.1]Octane-8-carboxylate C(C1=CC=CC=C1)N1[C@@H]([C@@H]2CC[C@H](C1)N2C(=O)[O-])[C@@H](C(F)F)O